N-methyl-1-(4-(2-oxo-2-(2-phenylpyrrolidin-1-yl)ethyl)phenyl)-1H-benzo[d]imidazol-5-carboxamide CNC(=O)C1=CC2=C(N(C=N2)C2=CC=C(C=C2)CC(N2C(CCC2)C2=CC=CC=C2)=O)C=C1